FC(C1=NN=C(O1)C1=CC=C2CN(C(C2=C1)=O)[C@@H]([C@H](C1=NC=CC=C1)O)C1=CC(=CC=C1)C(F)(F)F)F |r| 6-[5-(difluoromethyl)-1,3,4-oxadiazol-2-yl]-2-{(1RS,2RS)-2-hydroxy-2-(pyridin-2-yl)-1-[3-(trifluoromethyl)phenyl]ethyl}-2,3-dihydro-1H-isoindol-1-one